(E)-methyl 6-(3-(4-(2-(pyridin-3-yl) vinyl) phenoxy) azetidin-1-yl)-[1,1'-biphenyl]-2-carboxylate N1=CC(=CC=C1)/C=C/C1=CC=C(OC2CN(C2)C=2C=CC=C(C2C2=CC=CC=C2)C(=O)OC)C=C1